C(C)(C)(C)N(C(O)=O)C1=CC=C(C=C1)C(NC1CCCCC1)=O.C(C=C)(=O)N1CCN(CC1)C(C=C)=O 1,4-Bis(acryloyl)piperazine tert-butyl-(4-(cyclohexylcarbamoyl)phenyl)carbamate